C1(=CC=CC=C1)N(C1=CC=C(C=C1)N)C1=C(C=CC=C1)C phenyltolyl-para-phenylenediamine